B([O-])[O-].B([O-])[O-].[Li+].[Li+].[Li+].[Li+] lithium bisboronate